3'-bromo-2,2'-dimethyl-[1,1'-biphenyl]-3-amine BrC=1C(=C(C=CC1)C1=C(C(=CC=C1)N)C)C